2-[(3-fluorophenoxy)methyl]-6-(2-fluoro-4-pyridyl)imidazo[1,2-a]pyrimidine FC=1C=C(OCC=2N=C3N(C=C(C=N3)C3=CC(=NC=C3)F)C2)C=CC1